methyl-6-cyano-1-indenone CC=1C(C2=CC(=CC=C2C1)C#N)=O